[C@H]12[C@@H](C[C@H](CC1)C2)N |r| rac-(1S,2R,4R)-bicyclo[2.2.1]heptan-2-amine